N1=CC(=CC2=CC=CC=C12)[C@H](CC(=O)O)NC(=O)C1CC(C1)CCC1=NC=2NCCCC2C=C1 (S)-3-(quinolin-3-yl)-3-((1R,3R)-3-(2-(5,6,7,8-tetrahydro-1,8-naphthyridin-2-yl)ethyl)cyclobutanecarboxamido)propionic acid